(tert-butyl)-4,6-diisopropylphenol C(C)(C)(C)C1=C(C(=CC(=C1)C(C)C)C(C)C)O